C1(=CC=CC=C1)N([C@@H](C)C(=O)OP(=O)([O-])[O-])OCC1=CC=CC=C1 [phenyl-(benzoxy-L-alaninyl)]-(S)-phosphat